(R)-N,N-BIS(4-METHOXYBENZYL)-1-OXOPROPANE-2-SULFONAMIDE COC1=CC=C(CN(S(=O)(=O)[C@@H](C=O)C)CC2=CC=C(C=C2)OC)C=C1